1-pivaloyl-3,4-dihydrobenzo[cd]indol-5(1H)-one C(C(C)(C)C)(=O)N1C=C2C=3C(=CC=CC13)C(CC2)=O